6-(4-Acetylphenoxy)hexanoic acid methyl ester COC(CCCCCOC1=CC=C(C=C1)C(C)=O)=O